NCC1C(N2[C@H](CO1)C[C@@H](CC2)C2=C(C(=CC=C2OC)Cl)Cl)=O (8R,9aS)-3-(aminomethyl)-8-(2,3-dichloro-6-methoxyphenyl)-hexahydro-1H-pyrido[2,1-c][1,4]oxazin-4-one